C(#N)C=1C=CC=2N(C1)C=CN2 6-cyanoimidazo[1,2-a]pyridine